3-methyl-5-(1,2,3,4-tetrahydroisoquinolin-6-yl)-1,2,4-oxadiazole hydrochloride Cl.CC1=NOC(=N1)C=1C=C2CCNCC2=CC1